FC1=C(C=C(C=C1)C1=NC=CC=C1C=1C=CC=2N(C1)C(=NC2)C(=O)NCCN2CCOCC2)C 6-(2-(4-Fluoro-3-methylphenyl)pyridin-3-yl)-N-(2-morpholinoethyl)imidazo[1,5-a]pyridine-3-carboxamide